The molecule is a member of the class of aminopyrimidines that is N-phenylpyrimidin-2-amine carrying two additional methyl substituents at positions 4 and 6. A fungicide used to control grey mould on fruit, vegetables and ornamentals as well as leaf scab on pome fruit. Also commonly employed to control Botrytis cinerea throughout the winemaking process in grapes, must, fermenting must and wine. It has a role as an aryl hydrocarbon receptor agonist, an environmental contaminant, a xenobiotic and an antifungal agrochemical. It is an aminopyrimidine, a secondary amino compound and an anilinopyrimidine fungicide. CC1=CC(=NC(=N1)NC2=CC=CC=C2)C